methyl 2-(2,4-difluoro-6-(3-fluoro-1-((2-(trimethylsilyl)ethoxy)methyl)-1H-pyrazol-4-yl)phenyl)imidazo[1,2-a]pyridine-7-carboxylate FC1=C(C(=CC(=C1)F)C=1C(=NN(C1)COCC[Si](C)(C)C)F)C=1N=C2N(C=CC(=C2)C(=O)OC)C1